1-(cyanomethyl)-4-(2-(cyclopropanesulfonylamino)pyrimidin-4-yl)-N-(5-(6-ethoxypyrazin-2-yl)pyridin-2-yl)piperidine-4-carboxamide C(#N)CN1CCC(CC1)(C(=O)NC1=NC=C(C=C1)C1=NC(=CN=C1)OCC)C1=NC(=NC=C1)NS(=O)(=O)C1CC1